(1R,2R)-2-fluoro-N-(3-(6-((R)-1-hydroxybut-3-en-1-yl)-4-methylpyridin-3-yl)-1-methyl-2-oxo-1,2-dihydro-1,6-naphthyridin-7-yl)cyclopropane-1-carboxamide F[C@H]1[C@H](C1)C(=O)NC1=NC=C2C=C(C(N(C2=C1)C)=O)C=1C=NC(=CC1C)[C@@H](CC=C)O